CC1=CC(=CO1)B(O)O 5-METHYLFURAN-3-YLBORONIC ACID